C1(CC1)CN1CNC2=NC=C(C=C21)C2=CC(=CC(=C2)C)C 1-(cyclopropylmethyl)-6-(3,5-dimethylphenyl)-3H-imidazo[4,5-b]Pyridine